5-cyclopropyl-5-methylpyrazolin C1(CC1)C1(C=CNN1)C